FC=1C=C(C=CC1)N1C=C(C=2C=NC=CC21)I 1-(3-fluorophenyl)-3-iodo-1H-pyrrolo[3,2-c]pyridine